[N+](=O)([O-])C=1C=NN(C1)C1(CC)CO1 4-nitro-1-(epoxybutan-3-yl)-1H-pyrazole